NC=1NC(=C(N1)CC)CC amino-diethyl-imidazole